3,3-bis(4-hydroxyphenyl)-2-phenylisoindolin-1-one OC1=CC=C(C=C1)C1(N(C(C2=CC=CC=C12)=O)C1=CC=CC=C1)C1=CC=C(C=C1)O